C(C)(C)(C)OC(=O)N1C(C2(C1)CCC2)N(C2=C(C=CC(=C2)C=2C(=NOC2C)C)C)C2=CC=C(C=C2)C2(CC2)C#N ((4-(1-cyanocyclopropyl)phenyl)(5-(3,5-dimethylisoxazol-4-yl)-2-methylphenyl)amino)-2-azaspiro[3.3]Heptane-2-carboxylic acid tert-butyl ester